ClC1=CC2=C(N=CN(C2=O)[C@H](CO)C)C(=N1)Cl (S)-6,8-dichloro-3-(1-hydroxy-propan-2-yl)pyrido[3,4-d]pyrimidin-4(3H)-one